C(CC)N1CCN(CC12CCNCC2)C(=O)OC(C)(C)C tert-butyl 1-propyl-1,4,9-triazaspiro[5.5]undecane-4-carboxylate